COC1=NC=CC=C1C=1C=NC(=CC1)C(C(CN)C)N 1-(2'-methoxy-[3,3'-bipyridin]-6-yl)-2-methylpropan-1,3-diamine